C(C(C)C)(=O)NC=1NC(C=2NC=NC2N1)=O N-isobutyrylguanine